BrC1=C(N=C(O1)C)CN(C(OC(C)(C)C)=O)C tert-butyl N-[(5-bromo-2-methyl-1,3-oxazol-4-yl)methyl]-N-methylcarbamate